2-(1-(4-amino-3-fluorophenyl)-1H-pyrazol-3-yl)propan-2-ol NC1=C(C=C(C=C1)N1N=C(C=C1)C(C)(C)O)F